C1N(CC2=CC=CC=C12)CC=1OC=C(C(C1)=O)OCC1=CC=C(C=C1)S(=O)(=N)C 2-(isoindolin-2-ylmethyl)-5-((4-(S-methylsulphonimidoyl)benzyl)oxy)-4H-pyran-4-one